C(C1=CC=CC=C1)N([C@H]1[C@@H](C(N(C1)CC1=C(C=C(C=C1)OC)OC)=O)C)CC1=CC=CC=C1 (3S,4S)-4-(dibenzylamino)-1-(2,4-dimethoxybenzyl)-3-methylpyrrolidin-2-one